6-(imidazo[1,2-a]pyrazin-8-yloxymethyl)pyridine-3-carbohydrazide N=1C=CN2C1C(=NC=C2)OCC2=CC=C(C=N2)C(=O)NN